N,N'-(2,2'-dimethyl-[1,1'-biphenyl]-3,3'-diyl)bis(4-cyclopropyl-5-((((1S,2S)-2-hydroxycyclopentyl)amino)methyl)picolinamide) CC1=C(C=CC=C1NC(C1=NC=C(C(=C1)C1CC1)CN[C@@H]1[C@H](CCC1)O)=O)C1=C(C(=CC=C1)NC(C1=NC=C(C(=C1)C1CC1)CN[C@@H]1[C@H](CCC1)O)=O)C